C(C)[Bi](S[Bi](CC)(CC)(CC)CC)(CC)(CC)CC tetraethyl-λ5-bismuthanylsulfanyl(tetraethyl)-λ5-bismuthane